OC[C@@H](C(=O)NC)OC1=CC=C2C(=CC(OC2=C1)=O)C1=C(C=CC=C1)C (S)-3-hydroxy-N-methyl-2-((2-oxo-4-(o-tolyl)-2H-chromen-7-yl)oxy)propanamide